{6-[(1S)-1-{[(tertbutoxy)carbonyl]amino}-1,3-dihydrospiro[indene-2,4'-piperidin]-1'-yl]-3-iodo-1-(oxan-2-yl)-1H-pyrazolo[3,4-b]pyrazin-5-yl}methyl acetate C(C)(=O)OCC=1N=C2C(=NC1N1CCC3(CC1)[C@@H](C1=CC=CC=C1C3)NC(=O)OC(C)(C)C)N(N=C2I)C2OCCCC2